[C@@H]12CCCOC(CCCCCCCCC[C@H]2O1)=O |r| (1SR,16RS)-5,17-dioxabicyclo[14.1.0]heptadecan-6-one